OCC1=NNC(C2=C1N=C(C=C2)C=2C=NN(C2C2=C(C1=CC=CC=C1C=C2)[N+]#[C-])C)=O 8-(hydroxymethyl)-2-[5-(1-isocyano-2-naphthyl)-1-methyl-pyrazol-4-yl]-6H-pyrido[2,3-d]pyridazin-5-one